3-(benzo[d][1,3]dioxol-5-yl)-N-(3-bromobenzyl)propanamide O1COC2=C1C=CC(=C2)CCC(=O)NCC2=CC(=CC=C2)Br